ClCCC=CCCCl 1,6-dichloro-3-hexene